C(#N)C1=CC(=C(C(=O)O)C=C1)NC1=C(C=C(C=C1)F)C(C)C 4-cyano-2-((4-fluoro-2-isopropylphenyl)-amino)benzoic acid